COC=1C=C(C=CC1)C1=CN=C(O1)CSC=1C2=C(N=CN1)SC=C2 5-(3-methoxyphenyl)-2-({thieno[2,3-d]pyrimidin-4-ylsulfanyl}methyl)-1,3-oxazole